ClC1=C(C=C(C=C1)F)[C@H]1C=2N(CC(N1)=O)C(=NC2NC(=O)C2=NSC1=C2C=CC=C1)C(NCC(OCC)OCC)=O (S)-N-(8-(2-chloro-5-fluorophenyl)-3-((2,2-diethoxyethyl)carbamoyl)-6-oxo-5,6,7,8-tetrahydroimidazo[1,5-a]pyrazin-1-yl)benzo[d]isothiazole-3-carboxamide